N-(2-ethylbenzofuro[3,2-d]pyrimidin-4-yl)-N-methylglycine C(C)C=1N=C(C2=C(N1)C1=C(O2)C=CC=C1)N(CC(=O)O)C